CN(C1=NC=C(C=C1NS(=O)(=O)C1=C(C=C(C=C1)F)F)C=1C=C2C(=NC=NC2=CC1)N1CCN(CC1)C(\C=C\C(C)=O)=O)C (E)-N-(2-(dimethylamino)-5-(4-(4-(4-oxopent-2-enoyl)piperazin-1-yl)quinazolin-6-yl)pyridin-3-yl)-2,4-difluorobenzenesulfonamide